NC1=CC=CC(=N1)S(=O)(=O)NC(=O)C=1C(=NC(=CC1)N1C(C[C@@H](C1)C)(C)C)C=1C=NC(=CC1)OC(C)C N-[(6-Amino-2-pyridyl)sulfonyl]-2-(6-isopropoxy-3-pyridyl)-6-[(4S)-2,2,4-trimethylpyrrolidin-1-yl]pyridin-3-carboxamid